5-(2-ethoxy-3-pyridinyl)-1-isopropyl-3-methyl-N-[(5-methyl-2-thienyl)methyl]pyrazolo[4,3-b]pyridin-7-amine C(C)OC1=NC=CC=C1C1=CC(=C2C(=N1)C(=NN2C(C)C)C)NCC=2SC(=CC2)C